COC=1C=C(C=CC1OC)C=1NC2=CC=C(C=C2C1C(C)C)NC1CCC(CC1)N1CCN(CC1)CCOC 2-(3,4-dimethoxyphenyl)-3-isopropyl-N-(4-(4-(2-methoxyethyl)piperazin-1-yl)cyclohexyl)-1H-indol-5-amine